cyclopropanecarboxamide, methanesulfonic acid salt CS(=O)(=O)O.C1(CC1)C(=O)N